ClC1=CC(=C(S1)C(=O)OC)OC1C(CN(CC1)C(=O)OC(C)(C)C)F tert-butyl 4-((5-chloro-2-(methoxycarbonyl)thiophen-3-yl)oxy)-3-fluoropiperidine-1-carboxylate